hexanoic acid dihydrochloride Cl.Cl.C(CCCCC)(=O)O